BrC1=C(NC)C=CC=C1 L-2-bromo-N-methylaniline